C\C=C(/CC)\OC=1C=CC(=C(OCC(=O)O)C1)C(\C=C\C1=CC=C(C=C1)CC=C)=O 2-[5-[(E)-Pent-2-en-3-yl]oxy-2-[(E)-3-(4-prop-2-enylphenyl)prop-2-enoyl]phenoxy]acetic acid